O(C1=CC=CC=C1)CCCN 3-phenoxypropan-1-amine